2,4,5-tris(trifluoromethyl)benzyl alcohol FC(C1=C(CO)C=C(C(=C1)C(F)(F)F)C(F)(F)F)(F)F